S1C(NC2=C1C=CC=C2)=O Benzo[d]thiazol-2(3H)-one